lithium-cobalt-copper oxide [Cu]=O.[Co].[Li]